(S)-6-(1-amino-1,3-dihydrospiro[indene-2,4'-piperidine]-1'-yl)-3-(1-(2-amino-5-fluoropyridin-3-yl)vinyl)-1H-pyrazole N[C@@H]1C2=CC=CC=C2CC12CCN(CC2)C2=C(C=C(C(=N2)N)C(=C)C2=NNC=C2)F